4-nitro-3-(trifluoromethyl)benzaldehyde [N+](=O)([O-])C1=C(C=C(C=O)C=C1)C(F)(F)F